C(=C)CCCCC1CC=CC=C1 4-vinyl-1,2-dihydrobutylbenzene